NC1CCC2=C1C=C(C=1C=C(N=CC21)C2CC2)S(=O)(=O)NC(C(C)C)([2H])[2H] 7-amino-3-cyclopropyl-N-(1,1-dideuterio-2-methylpropyl)-8,9-dihydro-7H-cyclopenta[h]isoquinoline-5-sulfonamide